(R)-N-((S)-1-(5-(bicyclo[2.2.2]oct-1-ylmethoxy)pyridin-2-yl)ethyl)-2-methylpropan-2-sulfinamide C12(CCC(CC1)CC2)COC=2C=CC(=NC2)[C@H](C)N[S@](=O)C(C)(C)C